dilinoleyl adipate C(CCCCC(=O)OCCCCCCCC\C=C/C\C=C/CCCCC)(=O)OCCCCCCCC\C=C/C\C=C/CCCCC